cobalt iron cobalt oxide [Co]=O.[Fe].[Co]